ClC=1N=C2C(=C(C(N(C2=CC1)C)=O)C#N)N1CCN(CC1)CC1=C(C=CC(=C1)F)F 6-chloro-4-{4-[(2,5-difluorophenyl)methyl]piperazin-1-yl}-1-methyl-2-oxo-1,2-dihydro-1,5-naphthyridine-3-carbonitrile